acetic acid 1-(4-(1-(2,6-dichlorophenyl) azetidin-3-yl)-3-fluorobenzyl)-3-methylazetidin-3-yl ester ClC1=C(C(=CC=C1)Cl)N1CC(C1)C1=C(C=C(CN2CC(C2)(C)OC(C)=O)C=C1)F